(E)-4-[4-(3-chloro-10,11-dihydro-5H-dibenzo[b,f]azepin-5-yl)butylamino]but-2-enoate ClC=1C=CC2=C(N(C3=C(CC2)C=CC=C3)CCCCNC/C=C/C(=O)[O-])C1